C(C)(C)(C)OC(=O)N(C1CCN(CC1)C=1C(=C(C(=O)OC)C=CC1)[N+](=O)[O-])C methyl 3-[4-[tert-butoxycarbonyl(methyl)amino]-1-piperidyl]-2-nitro-benzoate